3-(5,5-dioctyl-1,3-dioxan-2-yl)propionic acid C(CCCCCCC)C1(COC(OC1)CCC(=O)O)CCCCCCCC